CC1=C(C(=CC=C1)C)N1C(=NC2=CC(=C(C=C2C1=O)/C=C/C(=O)NO)F)C (E)-3-(3-(2,6-dimethylphenyl)-7-fluoro-2-methyl-4-oxo-3,4-dihydroquinazolin-6-yl)-N-hydroxyacrylamide